3-(4-((4-(2-((3-hydroxyadamantan-1-yl)amino)ethyl)benzyl)thio)-1-oxoisoindolin-2-yl)piperidine-2,6-dione OC12CC3(CC(CC(C1)C3)C2)NCCC2=CC=C(CSC3=C1CN(C(C1=CC=C3)=O)C3C(NC(CC3)=O)=O)C=C2